4-((4-(2,2-difluoroethyl)-2-(4-(methoxycarbonyl)phenyl)piperazin-1-yl)methyl)-5-methoxy-7-methyl-1H-indole-1-carboxylate FC(CN1CC(N(CC1)CC1=C2C=CN(C2=C(C=C1OC)C)C(=O)[O-])C1=CC=C(C=C1)C(=O)OC)F